3-Iodo-4-methoxy-N-(4-(pyrrolidine-1-carbonyl)phenyl)benzamide IC=1C=C(C(=O)NC2=CC=C(C=C2)C(=O)N2CCCC2)C=CC1OC